OCCCCN1C(N(C2=C(C1=O)C(=C(S2)C(=O)OCC)C)CCC2=CC=CC=C2)=O ethyl 3-(4-hydroxybutyl)-5-methyl-2,4-dioxo-1-(2-phenylethyl)-1H,2H,3H,4H-thieno[2,3-d]pyrimidine-6-carboxylate